C(C)(C)[Si](OCC1=NC2=C(N1)C=CC=C2)(C(C)C)C(C)C 2-((triisopropylsiloxy)methyl)-1H-benzimidazole